[C@@H]1([C@@H](O)[C@@H](O)[C@H](O)[C@H](O1)CO)OC[C@@H]([C@@H](CO)O)O 4-O-β-D-mannopyranosyl-(2R,3S)-erythritol